ClC=1C(N(N=CC1NC[C@H]1COCCC1)C1CCN(CC1)C1=CC=CC=C1)=O 4-chloro-2-(1-phenyl-4-piperidyl)-5-[[(3S)-tetrahydropyran-3-yl]methylamino]pyridazin-3-one